C(#N)C1=CN=C2N1C(=CC(=C2)C=2N=NN(C2C)C2CCN(CC2)C(=O)OC(C)(C)C)O[C@H](C)C2=NC=C(C=C2C)F tert-Butyl 4-[4-[3-cyano-5-[(1R)-1-(5-fluoro-3-methyl-2-pyridyl)ethoxy]imidazo[1,2-a]pyridin-7-yl]-5-methyl-triazol-1-yl]piperidine-1-carboxylate